ClC=1C=C(C=C(C1)C(F)(F)F)C=1C=C2C(=NN=C(C2=CC1)NCC1=C(C=C(C=C1)OC)OC)C 6-[3-chloro-5-(trifluoromethyl)phenyl]-N-[(2,4-dimethoxyphenyl)methyl]-4-methylphthalazin-1-amine